(3-hydroxy-4-methyl-5-(1-(tetrahydro-2H-pyran-4-yl)-1H-pyrazol-4-yl)picolinoyl)glycine OC=1C(=NC=C(C1C)C=1C=NN(C1)C1CCOCC1)C(=O)NCC(=O)O